COC=1C(=CC(=NC1)C)C1=C(C=NC(=C1)C)C(=O)NC=1SC=2C(=NC=C(N2)C2=COC(=C2)C)N1 4-(5-methoxy-2-methyl-4-pyridinyl)-6-methyl-N-[6-(5-methyl-3-furyl)thiazolo[4,5-b]pyrazin-2-yl]pyridine-3-carboxamide